ClC1=CC=C(C=C1)NC(NCCC1=C(C=C(C=C1F)F)F)=O 3-(4-chlorophenyl)-1-[2-(2,4,6-trifluorophenyl)ethyl]urea